CC12C3(NC4(N1N4)N3N2)C Dimethyl-triazeno-imidazole